N[C@H](CO)C1=C(C=CC=C1F)O (S)-2-(1-amino-2-hydroxyethyl)-3-fluorophenol